2-(diisopropylamino)ethyl ((benzyloxy)carbonyl)-L-alaninate C(C1=CC=CC=C1)OC(=O)N[C@@H](C)C(=O)OCCN(C(C)C)C(C)C